BrC1=C(C=C2C(=NC(=NC2=C1)C)N[C@H](C)C=1C(=C(C#N)C=CC1)C)N1CCC2(COC2)CC1 (R)-3-(1-((7-bromo-2-methyl-6-(2-oxa-7-azaspiro[3.5]nonan-7-yl)quinazolin-4-yl)amino)ethyl)-2-methylbenzonitrile